C(#N)C(C)(C)C1=CC(=NC=C1)C(=O)NC1=CC(=C(C=C1)C)C=1C=NC2=CC(=NC=C2C1)NC 4-(2-Cyanopropan-2-yl)-N-(4-methyl-3-(7-(methylamino)-1,6-naphthyridin-3-yl)phenyl)picolinamide